5-methylsulfonyl-pyridine-3-carboxylic acid CS(=O)(=O)C=1C=C(C=NC1)C(=O)O